tris(phenylethynyl)phosphine C1(=CC=CC=C1)C#CP(C#CC1=CC=CC=C1)C#CC1=CC=CC=C1